ClC1=C(C=CC=C1)C=1C(NC2=CC=C(C=C2C1)C1=CC=C(C=C1)N1CCN(CC1)C(C)C)=O 3-(2-chlorophenyl)-6-{4-[4-(propan-2-yl)piperazin-1-yl]phenyl}-1,2-dihydro-quinolin-2-one